5-bromo-2-(4-methoxyphenyl)imidazo[1,2-a]pyridine BrC1=CC=CC=2N1C=C(N2)C2=CC=C(C=C2)OC